IC1=CC=C(S1)C(=O)O 5-iodothiophene-2-carboxylic acid